C1(CCCCC1)NC1=NC(=NC(=N1)NC1=CC=NC=C1)C1=CC=CC=C1 N2-cyclohexyl-6-phenyl-N4-(pyridin-4-yl)-1,3,5-triazine-2,4-diamine